4-methacryloyloxyphenol C(C(=C)C)(=O)OC1=CC=C(C=C1)O